6-(hydroxymethyl)-3-((E)-(4-methoxybenzylidene)amino)tetrahydro-2H-pyran-2,4,5-triol OCC1C(C(C(C(O1)O)/N=C/C1=CC=C(C=C1)OC)O)O